tert-butyl (R)-4-(3-(((benzyloxy)carbonyl)amino)-6-fluoro-3,4-dihydro-2H-pyrano[2,3-b]pyridin-7-yl)piperazine-1-carboxylate C(C1=CC=CC=C1)OC(=O)N[C@@H]1CC=2C(=NC(=C(C2)F)N2CCN(CC2)C(=O)OC(C)(C)C)OC1